N-((2-(2-(6,6-dimethyl-2,4-dioxo-1,3,8-triazaspiro[4.5]decan-8-yl)pyrimidin-4-yl)-1,6-naphthyridin-7-yl)methyl)-6-methyl-5-(methylsulfonyl)nicotinamide CC1(C2(C(NC(N2)=O)=O)CCN(C1)C1=NC=CC(=N1)C1=NC2=CC(=NC=C2C=C1)CNC(C1=CN=C(C(=C1)S(=O)(=O)C)C)=O)C